BrC1=C(C(=CC(=C1)C(C)(C)C)Cl)Cl 1-bromo-5-(tert-butyl)-2,3-dichlorobenzene